Tert-butyl(1-(3-(3-chloro-2-methoxypyridin-4-yl)-4-cyano-1H-pyrazolo[3,4-d]pyrimidin-6-yl)-4-(2-fluorophenyl)piperidin-4-yl)tert-butyl carbamate C(N)(OC(C(C1(CCN(CC1)C1=NC(=C2C(=N1)NN=C2C2=C(C(=NC=C2)OC)Cl)C#N)C2=C(C=CC=C2)F)C(C)(C)C)(C)C)=O